The molecule is a member of the class of phenanthrolines that is 2,7-phenanthroline substituted at position 9 by a 4-hydroxyphenyl group. It has a role as an EC 2.7.11.24 (mitogen-activated protein kinase) inhibitor. It is a member of phenanthrolines and a member of phenols. C1=CC2=C(C=C(C=N2)C3=CC=C(C=C3)O)C4=C1C=CN=C4